ClC1=NC(=NC=C1C#N)NC=1C(=NC=CC1)N(C)C 4-chloro-2-((2-(dimethylamino)pyridin-3-yl)amino)pyrimidine-5-carbonitrile